CC(=O)N[C@H](CC1=CNC2=CC=CC=C21)C(=O)O The molecule is the N-acetyl derivative of D-tryptophan. It is a D-tryptophan derivative and a N-acetyl-D-amino acid. It is a conjugate acid of a N-acetyl-D-tryptophanate. It is an enantiomer of a N-acetyl-L-tryptophan.